O[C@H]1[C@@H](O[C@@H]([C@H]1O)CO)OC1=C(C=C(C=C1)/C=C/C(=O)C1=CC=CC=C1)O (E)-3-[4-[(2S,3R,4S,5R)-3,4-Dihydroxy-5-(hydroxymethyl)oxolan-2-yl]oxy-3-hydroxyphenyl]-1-phenylprop-2-en-1-one